[4-(methylamino)cyclohexyl] 6-[5-(6-methyl-2-pyridyl)-1H-imidazol-4-yl]quinoline-3-carboxylate CC1=CC=CC(=N1)C1=C(N=CN1)C=1C=C2C=C(C=NC2=CC1)C(=O)OC1CCC(CC1)NC